tert-Butyl 3-(2-(5-(methoxycarbonyl)thiophen-2-yl)ethyl)-2-oxo-1,3,4-oxadiazinane-4-carboxylate COC(=O)C1=CC=C(S1)CCN1C(OCCN1C(=O)OC(C)(C)C)=O